N[C@@H]1C2=CC=CC=C2CC12CCN(CC2)C=2N=CC(=NC2CO)C#CCOC=2C=C1CCNC(C1=CC2)=O (S)-6-((3-(5-(1-Amino-1,3-dihydrospiro[indene-2,4'-piperidin]-1'-yl)-6-(hydroxymethyl)Pyrazin-2-yl)prop-2-yn-1-yl)oxy)-3,4-dihydroisoquinolin-1(2H)-one